3-(((2,5-bis(trifluoromethyl)pyrazolo[1,5-a]pyrimidin-7-yl)amino)methyl)-3-(4-fluoro-1H-pyrazol-1-yl)-N-methylazetidine-1-carboxamide FC(C1=NN2C(N=C(C=C2NCC2(CN(C2)C(=O)NC)N2N=CC(=C2)F)C(F)(F)F)=C1)(F)F